BrC1=CC2=C([N+](=C(N=[N+]2[O-])NCCC(=O)OCC(F)(F)F)[O-])C=C1 7-bromo-3-((3-trifluoroethoxy-3-oxopropyl)amino)benzo[e][1,2,4]Triazine-1,4-dioxide